N-(cyclohexyl-(5-phenyl-1,3,4-oxadiazol-2-yl)methyl)-4-methoxyaniline C1(CCCCC1)C(NC1=CC=C(C=C1)OC)C=1OC(=NN1)C1=CC=CC=C1